methyl (2R,3R)-3-hydroxypyrrolidine-2-carboxylate hydrochloride Cl.O[C@H]1[C@@H](NCC1)C(=O)OC